C(#N)[C@]1(CN(CC1)C(=O)NC=1SC(=C(N1)C1=CC(=CC=C1)C#N)C=1C=C2C(=NC=NC2=CC1)C)C (3R)-3-Cyano-N-[4-(3-cyanophenyl)-5-(4-methylquinazolin-6-yl)thiazol-2-yl]-3-methyl-pyrrolidine-1-carboxamide